1-eicosyl-2-(9Z,12Z-heptadecadienoyl)-glycero-3-phosphoserine CCCCCCCCCCCCCCCCCCCCOC[C@H](COP(=O)(O)OC[C@@H](C(=O)O)N)OC(=O)CCCCCCC/C=C\C/C=C\CCCC